COC1=CC=C(C=C1)[Mg]Br p-methoxyphenyl-magnesium bromide